ClC1=CC2=C(N(CCCN2C)[C@H]2CNCCC2)N=N1 3-Chloro-5-methyl-9-[(3R)-piperidin-3-yl]-6,7,8,9-tetrahydro-5H-pyridazino[3,4-b][1,4]diazepine